COCCCN1C(C(N(C2=CC=CC=C12)C)=O)=O 1-(3-methoxypropyl)-4-methylquinoxaline-2,3(1h,4h)-dione